O=[14CH][C@H](O)[C@@H](O)[C@H](O)[C@H](O)CO [14C]-glucose